6-(3-hydroxy-2-nitro-phenoxy)-8-methyl-2-methylsulfanyl-pyrido[2,3-d]pyrimidin-7-one OC=1C(=C(OC2=CC3=C(N=C(N=C3)SC)N(C2=O)C)C=CC1)[N+](=O)[O-]